3-(4-((2-(4-(5-(3-(7-(4-(2-hydroxyethyl)piperazin-1-yl)-2-methyl-3-phenyl-pyrazolo[1,5-a]pyrimidin-5-yl)phenyl)pentyl)piperazin-1-yl)-2-oxoethyl)amino)phenyl)-piperidine-2,6-dione OCCN1CCN(CC1)C1=CC(=NC=2N1N=C(C2C2=CC=CC=C2)C)C=2C=C(C=CC2)CCCCCN2CCN(CC2)C(CNC2=CC=C(C=C2)C2C(NC(CC2)=O)=O)=O